2-(4-bromophenyl)benzoxazol BrC1=CC=C(C=C1)C=1OC2=C(N1)C=CC=C2